2-methylpropionamidine dihydrochloride Cl.Cl.CC(C(=N)N)C